7-Ethyl-1,4-dimethylazulen C(C)C1=CC=C(C2=CC=C(C2=C1)C)C